7a-(4-bromophenyl)-4b,5-dihydroxy-N-(2-hydroxy-2-methylpropyl)-4-methoxy-7-phenyl-4b,6,7,7a-tetrahydro-5H-cyclopenta[4,5]furo[2,3-c]pyridine-6-carboxamide BrC1=CC=C(C=C1)C12C(C3=C(C=NC=C3OC)O1)(C(C(C2C2=CC=CC=C2)C(=O)NCC(C)(C)O)O)O